Methyloxyphenyl-Triazine COC=1C(=NN=NC1)C1=CC=CC=C1